1,2-benzisothiazolin-3(2H)-one, sodium salt [Na].S1NC(C2=C1C=CC=C2)=O